[Zn+2].CN1C=2C(NC(=NC2NCC1CNC1=CC=C(C(N[C@@H](CCC(=O)[O-])C(=O)O)=O)C=C1)N)=O.CN1C=2C(NC(=NC2NCC1CNC1=CC=C(C(N[C@@H](CCC(=O)[O-])C(=O)O)=O)C=C1)N)=O 5-methyltetrahydrofolic acid zinc salt